2-Cyanoethyl((2R,3S,4R,5R)-2-((diethoxyphosphoryl)methoxy)-5-(2,4-dioxo-3,4-dihydropyrimidin-1(2H)-yl)-4-(methoxy-d3)tetrahydrofuran-3-yl)diisopropylphosphoramidite C(#N)CCCC(C)(N(P([O-])[O-])C(C)C)[C@@H]1[C@H](O[C@H]([C@@H]1OC([2H])([2H])[2H])N1C(NC(C=C1)=O)=O)OCP(=O)(OCC)OCC